[O-]CC.[K+] Potassium ethoxide